C(C)OC(=O)C=1NC(=CC1C)C ethyl-3,5-dimethyl-2-pyrrolecarboxylate